NC1=C(C(=NN1CC)CC)C#N 5-amino-1,3-diethyl-1H-pyrazole-4-carbonitrile